1-(4-(2-amino-1H-benzo[d]imidazol-1-yl)piperidin-1-yl)-2-(4-(trifluoromethyl)phenyl)ethanone NC1=NC2=C(N1C1CCN(CC1)C(CC1=CC=C(C=C1)C(F)(F)F)=O)C=CC=C2